FC(C(=O)O)(F)F.N[C@H](C(=O)NC=1C=CC(=C(C(=O)N[C@H](C)C2=CC=CC3=CC=CC=C23)C1)C)CC=1N=CNC1 5-((S)-2-amino-3-(1H-imidazol-4-yl)propanamido)-2-methyl-N-((R)-1-(naphthalen-1-yl)ethyl)benzamide 2,2,2-trifluoroacetate